S1C=2N(CC1)C=CN2 3H-imidazo[2,1-B][1,3]thiazole